FC=1C=CC(=NC1)C(CO)(OC)OC 2-(5-fluoro-2-pyridyl)-2,2-dimethoxy-ethanol